C(C)OC(CC1=C(C=C(C=C1)N1CCN(CC1)C(=O)OC(C)(C)C)F)=O tert-butyl 4-[4-(2-ethoxy-2-oxo-ethyl)-3-fluoro-phenyl]piperazine-1-carboxylate